sodium dopamine NCCC1=CC(O)=C(O)C=C1.[Na]